4-((4-((2-(dimethylphosphoryl)phenyl)amino)-5-(trifluoromethyl)pyrimidin-2-yl)amino)-N-isobutoxy-2-Cyanobenzamide CP(=O)(C)C1=C(C=CC=C1)NC1=NC(=NC=C1C(F)(F)F)NC1=CC(=C(C(=O)NOCC(C)C)C=C1)C#N